CCCCC/C=C\C/C=C\C/C=C\C/C=C\CCCC(=O)OC[C@H](COP(=O)(O)OC[C@@H](C(=O)O)N)OC(=O)CCCC/C=C\C/C=C\C/C=C\C/C=C\CC 1-(5Z,8Z,11Z,14Z-eicosatetraenoyl)-2-(6Z,9Z,12Z,15Z-octadecatetraenoyl)-glycero-3-phosphoserine